C(C)(=O)NC=1C=C(C=CC1C(NC=1SC(=C(N1)C)[N+](=O)[O-])=O)NCCOC(C(=O)O)C 2-(2-((3-acetamido-4-((4-methyl-5-nitrothiazol-2-yl)carbamoyl)phenyl)amino)ethoxy)propanoic acid